(R)-4-methyl-5-(oxiran-2-yl)isobenzofuran-1(3H)-one CC1=C2COC(C2=CC=C1[C@H]1OC1)=O